FC1=C(C(=CC(=C1)OC)F)C1=C(C(N(N1C)C1=NC(=CC=C1)N1CCN(CC1)CCO)=O)NC(C1=CC=C(C=C1)OC(F)F)=O N-[5-(2,6-difluoro-4-methoxyphenyl)-2-{6-[4-(2-hydroxyethyl)piperazin-1-yl]pyridin-2-yl}-1-methyl-3-oxo-2,3-dihydro-1H-pyrazol-4-yl]-4-(difluoromethoxy)benzamide